(3-(1H-indazol-5-yl)-6,7-dihydro-5H-pyrrolo[2,1-c][1,2,4]triazol-6-yl)-3,4-dichlorophenol N1N=CC2=CC(=CC=C12)C=1N2C(=NN1)CC(C2)C2=C(C=CC(=C2Cl)Cl)O